C12N(CCC2C1)CC1=CC(=C2CN(C(C2=C1)=O)C1=NC(=CC(=C1)C1=C(C=C(C#N)C=C1)C1=NN=CN1C)C1CC1)F 4-[2-(6-{2-Azabicyclo[3.1.0]hexan-2-ylmethyl}-4-fluoro-1-oxo-3H-isoindol-2-yl)-6-cyclopropylpyridin-4-yl]-3-(4-methyl-1,2,4-triazol-3-yl)benzonitrile